4-bromo-1-(2-((tert-butyldimethylsilyl)oxy)ethyl)-1H-pyrazole-5-carbaldehyde BrC=1C=NN(C1C=O)CCO[Si](C)(C)C(C)(C)C